6-chloro-4-{4-[(2-fluoro-6-methoxyphenyl)methyl]piperazin-1-yl}-1-methyl-2-oxo-1,2-dihydro-1,5-naphthyridine-3-carbonitrile ClC=1N=C2C(=C(C(N(C2=CC1)C)=O)C#N)N1CCN(CC1)CC1=C(C=CC=C1OC)F